C(C)(C)C1=C(NC2=C1N=C(S2)C2CCN(CC2)C(C)C)C=2C=C(C=1N(C2)N=CN1)OC 6-Isopropyl-2-(1-isopropylpiperidin-4-yl)-5-(8-methoxy-[1,2,4]triazolo[1,5-a]pyridin-6-yl)-4H-pyrrolo[3,2-d]thiazole